5-((1H-Imidazol-1-yl)methyl)-2-bromobenzonitrile N1(C=NC=C1)CC=1C=CC(=C(C#N)C1)Br